3-((7-(3-((2-azaspiro[3.3]heptan-6-yl)amino)-6-chloro-4-methylpyridin-2-yl)thieno[3,2-b]pyridin-2-yl)methyl)-6,6-dimethyl-3-azabicyclo[3.1.0]hexane-2,4-dione C1NCC12CC(C2)NC=2C(=NC(=CC2C)Cl)C2=C1C(=NC=C2)C=C(S1)CN1C(C2C(C2C1=O)(C)C)=O